C(C1=C(C=CC=C1)B(O)O)([2H])([2H])[2H] 2-(Methyl-d3)-phenylboronic acid